C(C)(C)OC1=CC(=NC=C1)NC1=CC(=NN1C)C1=NC=C(C=C1)OC 4-isopropoxy-N-(3-(5-methoxypyridin-2-yl)-1-methyl-1H-pyrazol-5-yl)pyridin-2-amine